tert-butyl [(1RS,2RS)-2-(5-fluoropyridin-2-yl)-2-hydroxy-1-(pyridin-2-yl)ethyl]carbamate FC=1C=CC(=NC1)[C@@H]([C@@H](C1=NC=CC=C1)NC(OC(C)(C)C)=O)O |r|